ClC1=C(N=C2N(C1=O)C=C(N=C2C2=C(C=C(C=C2)Cl)F)[C@H]2C[C@H](OCC2)C=2C=NN(C2)C)C 3-chloro-9-(4-chloro-2-fluorophenyl)-2-methyl-7-((2S,4R)-2-(1-methyl-1H-pyrazol-4-yl)tetrahydro-2H-pyran-4-yl)-4H-pyrazino[1,2-a]pyrimidin-4-one